(R)-N-cyclohexyl-3-methyl-5-phenylpentanamide C1(CCCCC1)NC(C[C@@H](CCC1=CC=CC=C1)C)=O